3-[(tert-Butyldiphenylsilyl)oxy]propyl-2-fluoro-5-nitrobenzamide [Si](C1=CC=CC=C1)(C1=CC=CC=C1)(C(C)(C)C)OCCCC=1C(=C(C(=O)N)C=C(C1)[N+](=O)[O-])F